OC1(C=O)CC(C=O)=C(C=C1)O L-1,4-dihydroxyisophthalaldehyde